O[C@]1(CC([C@@H]2[C@@H]3CC[C@@]4(CCC[C@H]4[C@@H]3CC[C@@H]2C1)C)C1(COC1)C#N)C 3-[(3R,5R,8R,9R,10S,13S,14S,17S)-3-hydroxy-3,13-dimethyl-2,4,5,6,7,8,9,10,11,12,14,15,16,17-tetradecahydro-1H-cyclopenta[a]phenanthrenyl]oxetane-3-carbonitrile